FC(C1=NN(C=C1C(=O)N(C(CC1=C(C=C(C=C1Cl)Cl)Cl)C)OC)C)F 3-(Difluoromethyl)-N-methoxy-1-methyl-N-[1-methyl-2-(2,4,6-trichlorophenyl)ethyl]pyrazol-4-carboxamid